CS(=O)(=NCC=1N=C2N(C=C(C=C2)C2=NOC(=N2)C(F)(F)F)C1)C1=CC=CC=C1 methyl(phenyl)(((6-(5-(trifluoromethyl)-1,2,4-oxadiazol-3-yl)imidazo[1,2-a]pyridin-2-yl)methyl)imino)-λ6-sulfanone